(S)-N-(4-cyano-3-(trifluoromethyl)phenyl)-3-(4-cyanophenoxy)-2-hydroxy-2-methyl-propanamide C(#N)C1=C(C=C(C=C1)NC([C@@](COC1=CC=C(C=C1)C#N)(C)O)=O)C(F)(F)F